O=C1N(CCC1)[C@H]1C(=NN(C1)C(=O)N[C@H](C)C1=NC=C(C=C1)OC)C1=CC=C(C=C1)C (R)-4-(2-oxopyrrolidin-1-yl)-3-(4-methylphenyl)-N-((R)-1-(5-methoxypyridin-2-yl)ethyl)-4,5-dihydro-1H-pyrazol-1-carboxamide